ClC1=C2C(NC(=NC2=CC=C1SC=1N=CC(=NC1)N1CCC(CC1)(C)CNC(OC(C)(C)C)=O)C)=O tert-butyl ((1-(5-((5-chloro-2-methyl-4-oxo-3,4-dihydroquinazolin-6-yl)thio)pyrazin-2-yl)-4-methylpiperidin-4-yl)methyl)carbamate